C(C)N(CC)C(C)C N,N-Diethylisopropylamine